3-(5-bromopyridin-3-yl)-3-[4-(7H-pyrrolo[2,3-d]pyrimidin-4-yl)-1H-pyrazol-1-yl]propanenitrile BrC=1C=C(C=NC1)C(CC#N)N1N=CC(=C1)C=1C2=C(N=CN1)NC=C2